(E)-3-fluoro-N-(4-methoxyphenyl)-3-phenylacrylamide F/C(=C/C(=O)NC1=CC=C(C=C1)OC)/C1=CC=CC=C1